1-(3-Bromophenyl)-9-methyl-3-(trifluoromethyl)-3H-pyrrolo[1,2-a]indol-3-ol BrC=1C=C(C=CC1)C1=CC(N2C1=C(C=1C=CC=CC21)C)(O)C(F)(F)F